ClC=1C(=C(C(=CC1)OC)C1=CC(=NC=C1C(=O)NC=1SC(N(N1)CCC#N)=O)C)F 4-(3-Chloro-2-fluoro-6-methoxyphenyl)-N-(4-(2-cyanoethyl)-5-oxo-4,5-dihydro-1,3,4-thiadiazol-2-yl)-6-methylnicotinamide